N[C@@](C(=O)O)(CCCCB(O)O)C1CC(C1)NCC1=CC=C(C=C1)CC1=CC=CC=C1 (S)-2-amino-2-((1S,3R)-3-(4-benzylbenzylamino)cyclobutyl)-6-boronohexanoic acid